N[C@H]1[C@@H]2[C@H](OC1)[C@H](CO2)N (3R,3aR,6S,6aR)-3,6-diamino-2,3,3a,5,6,6a-hexahydrofuro[3,2-b]furan